C(C)(=O)OC=1C(=NC=CC1OC)C(N[C@@H](C)C=1OC(=NN1)C1=CC=C(C=C1)C1=CC=CC=C1)=O (S)-2-((1-(5-([1,1'-biphenyl]-4-yl)-1,3,4-oxadiazol-2-yl)ethyl)carbamoyl)-4-methoxypyridin-3-yl acetate